BrC=1C(C2=CC3=CC=CC=C3C2=C(C1)Cl)=O 2-Bromo-4-chlorofluorenone